CN(C(=O)C1=CC2=C(CN(C(O2)=O)CC2=C(C(=CC=C2)NS(=O)(=O)NC)F)C=C1)C N,N-dimethyl-3-{[2-fluoro-3-(methylaminosulfonylamino)phenyl]methyl}-2-oxo-3,4-dihydro-2H-1,3-benzoxazine-7-carboxamide